N(=[N+]=[N-])C1=CC=C2C=C(C(OC2=C1)=O)C 7-azido-3-methylcoumarin